FC=1C=C(OC=2C=C(C(=NC2)NC(C(C)C)=O)O)C=CC1 N-[5-(3-fluorophenoxy)-3-hydroxy-2-pyridyl]-2-methyl-propionamide